3-hydroxy-N-(1-(4-methoxyphenyl)-2-oxo-2-((4-(trimethylsilyl)phenyl)amino)ethyl)piperidine-1-carboxamide OC1CN(CCC1)C(=O)NC(C(NC1=CC=C(C=C1)[Si](C)(C)C)=O)C1=CC=C(C=C1)OC